1-(4-((3-methoxybenzyl)(3-morpholinophenyl)amino)benzyl)piperazin-2-one COC=1C=C(CN(C2=CC=C(CN3C(CNCC3)=O)C=C2)C2=CC(=CC=C2)N2CCOCC2)C=CC1